(3R)-3-cyclopentyl-3-[4-(1H-pyrrolo[2,3-b]pyridin-4-yl)-1H-pyrazol-1-yl]-propanenitrile trifluoroacetate salt FC(C(=O)O)(F)F.C1(CCCC1)[C@@H](CC#N)N1N=CC(=C1)C1=C2C(=NC=C1)NC=C2